C(C)(C)(C)OC(=O)N1CCC(CC1)(C=1N=NN(C1)[C@@H]1CC[C@H](CC1)C(=O)NN)F 4-fluoro-4-{1-[trans-4-(hydrazinocarbonyl)cyclohexyl]-1H-1,2,3-triazol-4-yl}piperidine-1-carboxylic acid tert-butyl ester